OC1(CC1)C1=NN(C=N1)C1CC2(CN(C2)C(=O)N2CC3(C2)CCN(CC3)CC=3N(N=C(C3)C(F)(F)F)C)C1 [6-[3-(1-hydroxycyclopropyl)-1,2,4-triazol-1-yl]-2-azaspiro[3.3]heptan-2-yl]-[7-[[2-methyl-5-(trifluoromethyl)pyrazol-3-yl]methyl]-2,7-diazaspiro[3.5]nonan-2-yl]methanone